ethyl (2S,5R)-5-({1-[2-hydroxy-4-(trifluoromethyl)phenyl]pyrido[3,4-d]pyridazin-4-yl}amino)piperidine-2-carboxylate OC1=C(C=CC(=C1)C(F)(F)F)C1=C2C(=C(N=N1)N[C@@H]1CC[C@H](NC1)C(=O)OCC)C=NC=C2